(S)-N-(3-(2-((R)-4-amino-2-oxopyrrolidin-1-yl)-6-morpholinopyridin-4-yl)-4-methylphenyl)-3-(2,2,2-trifluoroethyl)pyrrolidine-1-carboxamide formate C(=O)O.N[C@@H]1CC(N(C1)C1=NC(=CC(=C1)C=1C=C(C=CC1C)NC(=O)N1C[C@@H](CC1)CC(F)(F)F)N1CCOCC1)=O